5-amino-1-(3-(4-methylpiperazin-1-yl)cyclobutyl)-3-(2-phenylquinolin-7-yl)-1H-pyrazole-4-carboxamide NC1=C(C(=NN1C1CC(C1)N1CCN(CC1)C)C1=CC=C2C=CC(=NC2=C1)C1=CC=CC=C1)C(=O)N